4-(2-Amino-2-methylpropanoyl)-N-(1-(4-(2-(((1S,3R)-3-(aminomethyl)cyclopentyl)(methyl)amino)ethyl)phenyl)-2-oxo-1,2-dihydropyrimidin-4-yl)piperazine-1-carboxamide hydrochloride salt Cl.NC(C(=O)N1CCN(CC1)C(=O)NC1=NC(N(C=C1)C1=CC=C(C=C1)CCN(C)[C@@H]1C[C@@H](CC1)CN)=O)(C)C